BrC1=CC=C2C=C(N=CC2=C1)CO (7-Bromoisoquinolin-3-yl)methanol